piperazinoethylaminopropyltrimethoxysilane N1(CCNCC1)CCNCCC[Si](OC)(OC)OC